ethyl-4-[1-(methoxymethyl)-2,2-dimethyl-3-bicyclo[3.1.0]hexyl]-2-methyl-but-2-enoate C(C)OC(C(=CCC1C(C2(CC2C1)COC)(C)C)C)=O